CC1=CC(=NC=C1)S(=O)(=O)NC=1C=CC=C2C=CC=NC12 4-methyl-N-(quinolin-8-yl)pyridine-2-sulfonamide